6-N-dodecanoyl-lysine C(CCCCCCCCCCC)(=O)NCCCC[C@H](N)C(=O)O